5-(2-bromo-3-((2-chloro-4-fluorophenyl)(methoxy)methyl)-5,6-dihydroimidazo[1,2-a]pyrazin-7(8H)-yl)-4-chloropyridazin-3(2H)-one BrC=1N=C2N(CCN(C2)C2=C(C(NN=C2)=O)Cl)C1C(OC)C1=C(C=C(C=C1)F)Cl